FC1(CC(C1)OC=1C(=C(C(=C(C1)[C@H]1[C@@H](O[C@]([C@H]1C)(C(F)(F)F)C)C(=O)NC1=CC(=NC=C1)C(=O)N)OC)F)F)F 4-((2R,3S,4S,5R)-3-(5-(3,3-difluorocyclobutoxy)-3,4-difluoro-2-methoxyphenyl)-4,5-dimethyl-5-(trifluoromethyl)tetrahydrofuran-2-carboxamido)picolinamide